5-(3-chloro-phenyl)-3-methyl-1-{2-oxo-2-[4-(2-oxo-1,2,4,5-tetrahydro-benzo[d][1,3]diazepin-3-yl)-piperidin-1-yl]-ethyl}-1H-pyrimidine-2,4-dione ClC=1C=C(C=CC1)C=1C(N(C(N(C1)CC(N1CCC(CC1)N1C(NC2=C(CC1)C=CC=C2)=O)=O)=O)C)=O